N-(4-{[6-(5-chloro-2-fluoro-phenyl)-3-{[(1s,3s)-3-hydroxy-cyclobutyl]methoxy}pyridazin-4-yl]amino}pyridin-2-yl)-3-(4-methylpiperazin-1-yl)propan-amide ClC=1C=CC(=C(C1)C1=CC(=C(N=N1)OCC1CC(C1)O)NC1=CC(=NC=C1)NC(CCN1CCN(CC1)C)=O)F